C(C)OC(=O)C=1SC2=C(C1C)C=C(C=C2)S(N(CCC2=CC(=CC=C2)Cl)C2=C(C=CC=C2)N2CCN(CC2)C(=O)C=2SC=CC2Br)(=O)=O 5-(N-(2-(4-(3-bromothiophene-2-carbonyl)piperazin-1-yl)phenyl)-N-(3-chlorophenethyl)sulfamoyl)-3-methylbenzothiophene-2-carboxylic acid ethyl ester